(R)-3-methyl-4-(3-methyl-2-butenyl)piperazine-1-carboxylic acid tert-butyl ester C(C)(C)(C)OC(=O)N1C[C@H](N(CC1)CC=C(C)C)C